C(C)(C)N1CC(C1)[C@H](C)NC(=O)C=1C=NC2=C(C=CC=C2C1)C1=CC=C(C=C1)C(F)(F)F N-[(1S)-1-(1-Isopropylazetidin-3-yl)ethyl]-8-[4-(trifluoromethyl)phenyl]quinoline-3-carboxamide